(R)-3-[(4-{[7-(dimethylamino)-5-methyl-[1,2,4]triazolo[1,5-a]pyrimidin-6-yl]methyl}phenyl)(imino)oxo-λ6-sulfanyl]propanoic acid CN(C1=C(C(=NC=2N1N=CN2)C)CC2=CC=C(C=C2)[S@@](CCC(=O)O)(=O)=N)C